7-(6-bromopyrazine-2-yl)-3,4-dihydro-2H-benzo[b][1,4]oxazine BrC1=CN=CC(=N1)C=1C=CC2=C(OCCN2)C1